BrC=1C=C(C=CC1F)NC(=NO)C1=NON=C1NC(=O)NC1=CC(=CC=C1)OC N-(3-bromo-4-fluorophenyl)-N'-hydroxy-4-(3-(3-methoxyphenyl)ureido)-1,2,5-oxadiazole-3-carboximidamide